C1(CC1)[C@@H](CC(=O)O)C1=CC=CC=C1 (3R)-3-cyclopropyl-3-phenylpropanoic acid